FC1=C(OC2=NC(=NC(=C2)C(F)(F)F)N)C(=CC=C1)F 4-(2,6-difluorophenoxy)-6-(trifluoromethyl)pyrimidin-2-amine